O=C1N(CCC(N1)=O)C=1C=C(C(=O)OC2=C(C(=C(C(=C2F)F)F)F)F)C=CC1OCC pentafluorophenyl 3-(2,4-dioxotetrahydropyrimidin-1(2H)-yl)-4-ethoxy-benzoate